Ethyl ((E)-3-(benzo[d][1,3]dioxol-5-yl)acryloyl)-L-isoleucinate O1COC2=C1C=CC(=C2)/C=C/C(=O)N[C@@H]([C@@H](C)CC)C(=O)OCC